2-(6-Chloropyridin-3-yl)-5-(methylthio)-1,3,4-oxadiazole ClC1=CC=C(C=N1)C=1OC(=NN1)SC